(rac)-(6-(3-Cyclopropyl-2-fluorophenyl)-2-azaspiro[3.4]octan-2-yl)((1s,3s)-3-hydroxy-3-methylcyclobutyl)methanon C1(CC1)C=1C(=C(C=CC1)[C@H]1CC2(CN(C2)C(=O)C2CC(C2)(C)O)CC1)F |r|